S1C=NC2=C1C=CC(=C2)CNC(=O)[C@@H]2CN(CCC2)C=2C1=C(N=CN2)SC(=C1)C1=CC=C(C=C1)C (S)-N-(benzo[d]thiazol-5-ylmethyl)-1-(6-(p-tolyl)thieno[2,3-d]pyrimidin-4-yl)piperidine-3-carboxamide